5'-FORMYL-[2,2']BIFURANYL-5-CARBOXYLIC ACID C(=O)C1=CC=C(O1)C=1OC(=CC1)C(=O)O